1-(4-(2-(((3R,4S)-3-Fluoro-1-((3-((R)-3-methoxypyrrolidin-1-yl)propyl)sulfonyl)piperidin-4-yl)amino)-5-(trifluoromethyl)pyrimidin-4-yl)-1H-pyrazol-1-yl)-2-methylpropan-2-ol F[C@@H]1CN(CC[C@@H]1NC1=NC=C(C(=N1)C=1C=NN(C1)CC(C)(O)C)C(F)(F)F)S(=O)(=O)CCCN1C[C@@H](CC1)OC